[C@@H]1([C@H](O)[C@H](O)[C@H](O1)CO)C=1SC=C2C1N=CN=C2N 7-(beta-D-ribofuranosyl)-4-aminothieno[3,4-d]pyrimidine